CN[C@@H]1[C@H](CCCC1)NC |r| rac-(1S,2S)-N1,N2-dimethylcyclohexane-1,2-diamine